2-chloro-3-pyridinecarboxylate ClC1=NC=CC=C1C(=O)[O-]